Tert-butyl (2-(2-(2-(3,5-bis(((tert-butyldimethylsilyl)oxy)methyl)-1H-pyrazol-1-yl)ethoxy)ethoxy)ethyl)carbamate [Si](C)(C)(C(C)(C)C)OCC1=NN(C(=C1)CO[Si](C)(C)C(C)(C)C)CCOCCOCCNC(OC(C)(C)C)=O